2-methoxy-N-(8'-(oxazol-4-ylmethyl)-4'H-spiro[cyclopropane-1,5'-naphtho[2,1-d]isoxazol]-3'-yl)benzenesulfonamide COC1=C(C=CC=C1)S(=O)(=O)NC1=NOC2=C1CC1(C3=CC=C(C=C32)CC=3N=COC3)CC1